N-Ethyl-1,3,4-thiadiazol-2-amine C(C)NC=1SC=NN1